tert-butyl 4-(4-(acetamidomethyl)-3''-chloro-2'-methoxy-4''-(3-methyl-2-oxoimidazolidin-1-yl)-[1,1':3',1''-terphenyl]-3-yl)piperazine-1-carboxylate C(C)(=O)NCC1=C(C=C(C=C1)C1=C(C(=CC=C1)C1=CC(=C(C=C1)N1C(N(CC1)C)=O)Cl)OC)N1CCN(CC1)C(=O)OC(C)(C)C